methyl 2-(1H-pyrrolo[2,3-b]pyridin-5-yloxy)-4-(4-((4'-chlorobiphenyl-2-yl)methyl)-4-fluoropiperidin-1-yl)benzoate N1C=CC=2C1=NC=C(C2)OC2=C(C(=O)OC)C=CC(=C2)N2CCC(CC2)(F)CC2=C(C=CC=C2)C2=CC=C(C=C2)Cl